nickel(III) sulfate S(=O)(=O)([O-])[O-].[Ni+3].S(=O)(=O)([O-])[O-].S(=O)(=O)([O-])[O-].[Ni+3]